The molecule is an L-arginine derivative in which the omega-nitrogen atom carries a hydroxy group and the delta-nitrogen atom carries a methyl group; major species at pH 7.3. It derives from a L-argininium(1+). C[N+](=C(N)NO)CCC[C@@H](C(=O)[O-])[NH3+]